O1[C@@H](CC1)CN1N=CC(=C1)C=1C=C(CN2CCC3(CC2)COC2=C4CN(C(C4=CC=C23)=O)[C@@H]2C(NC(CC2)=O)=O)C=CC1 (S)-3-(1'-(3-(1-(((S)-oxetan-2-yl)methyl)-1H-pyrazol-4-yl)benzyl)-6-oxo-6,8-dihydro-2H,7H-spiro[furo[2,3-e]isoindole-3,4'-piperidin]-7-yl)piperidine-2,6-dione